C1(=CC=CC=C1)C1CC2=C(N=C(S2)C(=O)OCC)CC1 ethyl 6-phenyl-4,5,6,7-tetrahydro-1,3-benzothiazole-2-carboxylate